2,8-dibenzyl-6-(2-fluorophenyl)imidazo[1,2-a]pyrazin-3-yl acetat C(C)(=O)OC1=C(N=C2N1C=C(N=C2CC2=CC=CC=C2)C2=C(C=CC=C2)F)CC2=CC=CC=C2